(1S,4R)-(-)-[[(1,1-dimethyl-ethoxy)carbonyl]amino]cyclopent-2-ene-1-carboxylic acid methyl ester COC(=O)[C@]1(C=CCC1)NC(=O)OC(C)(C)C